(S)-3-(2',4'-difluorobiphenyl-3-yl)-3-(3-(4-hydroxy-1,6-dimethyl-2-oxo-1,2-dihydropyridin-3-yl)ureido)propanoic acid FC1=C(C=CC(=C1)F)C1=CC(=CC=C1)[C@H](CC(=O)O)NC(=O)NC=1C(N(C(=CC1O)C)C)=O